CNC(=O)C1=C(C2=C(N=C(N=C2)SC)N(C1=O)C1=CC=CC=C1)C#C[Si](C(C)C)(C(C)C)C(C)C N-methyl-2-(methylsulfanyl)-7-oxo-8-phenyl-5-[2-(triisopropylsilyl)ethynyl]pyrido[2,3-d]pyrimidine-6-carboxamide